4-(((2-methyl-5-phenylthieno[2,3-d]pyrimidin-4-yl)amino)methyl)benzenesulfonamide CC=1N=C(C2=C(N1)SC=C2C2=CC=CC=C2)NCC2=CC=C(C=C2)S(=O)(=O)N